[Si](C)(C)(C(C)(C)C)OCCN1C(N(CC12CCC(CC2)(C2=CC=CC=C2)N(C)C)C=2C=NC(=NC2)C#N)=O 5-(cis-1-(2-(tert-butyldimethylsilyloxy)ethyl)-8-(dimethylamino)-2-oxo-8-phenyl-1,3-diazaspiro[4.5]decan-3-yl)pyrimidine-2-carbonitrile